(1S,2R)-2-(((R)-(4-isopropylphenyl)(o-tolyl)methyl)carbamoyl)cyclopentane-1-carboxylic acid C(C)(C)C1=CC=C(C=C1)[C@H](C1=C(C=CC=C1)C)NC(=O)[C@H]1[C@H](CCC1)C(=O)O